CN(C(C(=O)O)C1=C2[C@@H](CO[C@]3(COCCC3)C2=CC=C1)C)[C@@H]1C[C@H](CC1)OCCCCC1=NC=2NCCCC2C=C1 2-(methyl((1S,3S)-3-(4-(5,6,7,8-tetrahydro-1,8-naphthyridin-2-yl)butoxy)cyclopentyl)amino)-2-((1S,4S)-4-methyl-5',6'-dihydro-2'H,4'H-spiro[isochromane-1,3'-pyran]-5-yl)acetic acid